FC=1C=C(C=C(C1F)F)CC(=O)O 2-(3,4,5-trifluorophenyl)acetic acid